C(C)(C)(C)OC=1C=NC=CC1 3-(tert-butoxy)pyridine